COC=1C=C(C=CC1OC)NC(=O)C=1C2=C(S(C1)(=O)=O)C=CC=C2 N-(3,4-dimethoxyphenyl)benzo[b]thiophene-3-carboxamide-1,1-dioxide